N-[(2E)-imidazolidin-2-ylidene]-4-({3-[(3-methylbutyl)carbamoyl]phenyl}amino)-3-(prop-1-en-2-yl)benzamide N1C(NCC1)=NC(C1=CC(=C(C=C1)NC1=CC(=CC=C1)C(NCCC(C)C)=O)C(=C)C)=O